FC1=C(N=CC2=C1N=C(N=C2NCC2CS(C2)(=O)=O)OCC21CCCN1CCC2)C2=CC=CC1=CC=CC(=C21)F 3-(((8-fluoro-7-(8-fluoronaphthalen-1-yl)-2-((tetrahydro-1H-pyrrolizin-7a(5H)-yl)methoxy)pyrido[4,3-d]pyrimidin-4-yl)amino)methyl)thietane 1,1-dioxide